C1(=CC=CC=C1)NC(=O)C1=NOC=N1 [1,2,4]oxadiazole-3-carboxylic acid phenylamide